beta-D-glucose 6-phosphate P(=O)(O)(O)OC[C@@H]1[C@H]([C@@H]([C@H]([C@H](O)O1)O)O)O